Ethyl 3-[4-(2-bromoacetyl)-6-fluoro-4-methyl-chroman-8-yl]propanoate BrCC(=O)C1(CCOC2=C(C=C(C=C12)F)CCC(=O)OCC)C